ethyl N-(ethoxycarbonyl)-N-hexylalaninate C(C)OC(=O)N([C@@H](C)C(=O)OCC)CCCCCC